NC1=NC(=C(C=C1C=1C(=C2C=C(NC(C2=C(C1)F)=O)C)F)C1=CC(=C(C=C1)N1CCOCC1)CN(C)C)F 6-(2-amino-5-(3-((dimethylamino)methyl)-4-morpholinophenyl)-6-fluoropyridin-3-yl)-5,8-difluoro-3-methylisoquinolin-1(2H)-one